10-propargyl-5,8-dioxafolic acid (10-propargyl-5,8-dideazafolate) C(C#C)N(C1=CC=C(C(N[C@@H](CCC(=O)O)C(=O)O)=O)C=C1)CC1=CC=C2N=C(N)NC(=O)C2=C1.C(C#C)N(C1=CC=C(C(N[C@@H](CCC(=O)O)C(=O)O)=O)C=C1)CC1=COC=2N=C(N)NC(=O)C2O1